chlorophenyl-glycin ClN(CC(=O)O)C1=CC=CC=C1